6-(5-methyl-1,3,4-thiadiazol-2-yl)-N-(3-methylthieno[3,2-c]pyridin-4-yl)-N-[(3R)-3-piperidyl]pyridine-3-carboxamide CC1=NN=C(S1)C1=CC=C(C=N1)C(=O)N([C@H]1CNCCC1)C1=NC=CC2=C1C(=CS2)C